FC1(CN(CC1(C)C)C=1C2=C(N=CN1)SC(=C2)C=2C(=NC(=NC2)OC)OC)F 4-(3,3-Difluoro-4,4-dimethyl-pyrrolidin-1-yl)-6-(2,4-dimethoxypyrimidin-5-yl)thieno[2,3-d]pyrimidine